C(C1=CC=CC=C1)OC=1C=C2C(=NC1)[C@]1([C@@](O2)([C@@H]([C@H]([C@H]1O)C(=O)OC)C1=CC=CC=C1)C1=CC=C(C=C1)Br)O |r| rac-methyl (5aR,6S,7R,8R,8aS)-3-(benzyloxy)-5a-(4-bromophenyl)-8,8a-dihydroxy-6-phenyl-5a,7,8,8a-tetrahydro-6H-cyclopenta[4,5]furo[3,2-b]pyridine-7-carboxylate